N1N=CC(=C1)C1=CC=C(C=C1)N1C(N(C2(C1)CCOCC2)CC2=CC(=CC=C2)C(=O)N2CCC(CC2)CO)=O 3-(4-(1H-pyrazol-4-yl)phenyl)-1-(3-(4-(hydroxymethyl)piperidine-1-carbonyl)benzyl)-8-oxa-1,3-diazaspiro[4.5]decan-2-one